isononanoyl isononanoate C(CCCCCC(C)C)(=O)OC(CCCCCC(C)C)=O